C(C1=CC=CC=C1)OC1=C(CN2C(C=CC3=C2N=C(N=C3)C=3C(=NC=NC3C3CC3)Cl)=O)C=CC(=C1)C=1N(C=C(N1)C(F)(F)F)C(C)C 8-(2-(benzyloxy)-4-(1-isopropyl-4-(trifluoromethyl)-1H-imidazol-2-yl)benzyl)-2-(4-chloro-6-cyclopropylpyrimidin-5-yl)pyrido[2,3-d]pyrimidin-7(8H)-one